(R)-3-((3-chloro-4-fluorobenzyl)amino)-6-fluoro-5-(1-(2-fluorophenyl)ethyl)-4H-benzo[e][1,2,4]thiadiazine 1,1-dioxide ClC=1C=C(CNC2=NS(C3=C(N2)C(=C(C=C3)F)[C@H](C)C3=C(C=CC=C3)F)(=O)=O)C=CC1F